2,4-dimethyl-N-(o-tolyl)aniline CC1=C(NC2=C(C=CC=C2)C)C=CC(=C1)C